C(C)[Si](OC(C)=O)(OC(C)=O)OC(C)=O ethyltriacetoxysilane